OC(C)(C)C1=CC(=NN1C)NC1=CC(=C(N=N1)C(=O)NC([2H])([2H])[2H])NC1=C(C(=CC=C1)C1=NC=CC=N1)OC 6-((5-(2-hydroxypropan-2-yl)-1-methyl-1H-pyrazol-3-yl)amino)-4-((2-methoxy-3-(pyrimidin-2-yl)phenyl)amino)-N-(methyl-d3)pyridazine-3-carboxamide